3-(imidazo[1,2-b]pyridazin-3-ylethynyl)-4-methyl-N-(4-(((2-morpholinoethyl)amino)methyl)-3-(trifluoromethyl)phenyl)benzamide N=1C=C(N2N=CC=CC21)C#CC=2C=C(C(=O)NC1=CC(=C(C=C1)CNCCN1CCOCC1)C(F)(F)F)C=CC2C